1,2-diheptanoyl-sn-glycero-3-phosphoryl-choline C(CCCCCC)(=O)OC[C@@H](OC(CCCCCC)=O)COP(=O)(O)OCC[N+](C)(C)C